FC1=CC=C2CC3(C(C2=C1)O)CN(C3)C(=O)OC(C)(C)C tert-butyl 6'-fluoro-1'-hydroxyspiro[azetidine-3,2'-indane]-1-carboxylate